4-[3-[1-(2,6-dioxo-3-piperidyl)-3-methyl-2-oxo-benzimidazol-4-yl]Prop-2-ynyloxy]Piperidine-1-carboxylic acid tert-butyl ester C(C)(C)(C)OC(=O)N1CCC(CC1)OCC#CC1=CC=CC=2N(C(N(C21)C)=O)C2C(NC(CC2)=O)=O